Cl.NC\C=C(\CS(=O)(=O)C=1C=C(OC2=CC=C(C=C2)S(=O)(=O)N(C)C)C=CC1)/F (Z)-4-(3-(4-amino-2-fluorobut-2-enylsulfonyl)phenoxy)-N,N-dimethylbenzenesulfonamide hydrochloride